IC1=C(C(=O)NC2=CC=CC=C2)C=CC=C1C 2-iodo-3-methyl-N-phenylbenzamide